C(C1=CC=CC=C1)OCCC1C2=C(C(N(C1)C(=O)OC(C)(C)C)=O)C=C(N2C(=O)OC(C)(C)C)C2=C(C=NC=C2)F 1,5-di-tert-butyl 7-[2-(benzyloxy)ethyl]-2-(3-fluoropyridin-4-yl)-4-oxo-6H,7H-pyrrolo[3,2-c]pyridine-1,5-dicarboxylate